5-((4-(4-chloro-3-fluoropyridin-2-yl)piperazin-1-yl)methyl)-2-(2,4-dioxotetrahydropyrimidine-1(2H)-yl)isoindoline-1,3-dione ClC1=C(C(=NC=C1)N1CCN(CC1)CC=1C=C2C(N(C(C2=CC1)=O)N1C(NC(CC1)=O)=O)=O)F